[NH4+].P(=O)(O[C@H]1CN(CC1)C(CCC1=CC=C(C=C1)OCCCCCCCCC)=O)(O)O (3R)-1-{3-[4-(Nonyloxy)phenyl]propanoyl}pyrrolidin-3-yl dihydrogen phosphate ammonium salt